[N+](=O)([O-])C=1C=CC2=C(C(=N[C@H](C=3N2C(=NN3)SCCO)CCC(=O)OC)C3=C(C=CC=C3)Cl)C1 methyl (S)-3-(8-nitro-6-(2-chlorophenyl)-1-((2-hydroxyethyl)thio)-4H-benzo[f][1,2,4]triazolo[4,3-a][1,4]diazepin-4-yl)propionate